O1C2=C(OC(C1([2H])[2H])([2H])[2H])C=C(C=C2)OC2CCN(CC2)C2=NC(=NC(=C2C)C)NN 4-(4-((2,3-dihydrobenzo[b][1,4]dioxin-6-yl-2,2,3,3-d4)oxy)piperidin-1-yl)-2-hydrazineyl-5,6-dimethylpyrimidine